1-(3-isopropylphenyl)piperazine C(C)(C)C=1C=C(C=CC1)N1CCNCC1